copper-germanium-nickel [Ni].[Ge].[Cu]